4-hydroxy-2-sulfanyl-6-propylpyrimidine OC1=NC(=NC(=C1)CCC)S